N1N=NN=C1C1=C(C=CC=C1)NC(=O)C1=CC(=C(C(=O)NC=2C=CC(=C(C(=O)OC)C2)O)C=C1O)O methyl 5-(4-(2-(1H-tetrazol-5-yl)phenylaminocarbonyl)-2,5-dihydroxybenzamido)-2-hydroxybenzoate